BrC=1C=C(NC2(CCC3(C(CC4=CC=CC=C34)CCC3=CC=CC=C3)CC2)C(=O)O)C=CC1 4-(3-bromoanilino)-2'-(2-phenylethyl)-2',3'-dihydrospiro[cyclohexane-1,1'-indene]-4-carboxylic acid